3-(5-(((1R,2S)-2-(3-(benzyloxy)azetidin-1-yl)cyclopentyl)oxy)-1-oxoisoindolin-2-yl)piperidine-2,6-dione C(C1=CC=CC=C1)OC1CN(C1)[C@@H]1[C@@H](CCC1)OC=1C=C2CN(C(C2=CC1)=O)C1C(NC(CC1)=O)=O